2-ethynyl-N-(2-(2'-(methylcarbamoyl)-[1,1'-biphenyl]-4-yl)ethyl)thiazole-4-carboxamide C(#C)C=1SC=C(N1)C(=O)NCCC1=CC=C(C=C1)C1=C(C=CC=C1)C(NC)=O